2-(4-chlorophenyl)-2-((3,5-dicyano-6-(dimethylamino)-4-ethylpyridin-2-yl)thio)acetamide ClC1=CC=C(C=C1)C(C(=O)N)SC1=NC(=C(C(=C1C#N)CC)C#N)N(C)C